(R)-2-(3-((6-(2-hydroxy-4-(trifluoromethyl)phenyl)-5-methylpyridazin-3-yl)amino)piperidin-1-yl)-N-(3-hydroxybicyclo[1.1.1]pentan-1-yl)acetamide OC1=C(C=CC(=C1)C(F)(F)F)C1=C(C=C(N=N1)N[C@H]1CN(CCC1)CC(=O)NC12CC(C1)(C2)O)C